Cl.FC=1C=C(C=C(C1)F)S(=O)(=O)N1C2CNCC1CC2 8-[(3,5-difluorophenyl)sulfonyl]-3,8-diazabicyclo[3.2.1]octane hydrochloride